C1=CC=C(C1)[SiH](OC)OC 4-cyclopentadienyldimethoxysilane